C12CC(CC2C1)OC1=C(C=C(C=C1F)NC(=O)C=1N=C(SC1CC)N1CC2(CC2)CC1)F N-(4-(bicyclo[3.1.0]hexan-3-yloxy)-3,5-difluorophenyl)-5-ethyl-2-(5-azaspiro[2.4]heptan-5-yl)thiazole-4-carboxamide